Bis[(2-ethyl-1-oxohexyl)oxy]dioctylstannan C(C)C(C(=O)O[Sn](CCCCCCCC)(CCCCCCCC)OC(C(CCCC)CC)=O)CCCC